(1s,4s)-4-((6'-((2-(1-(Cyclopropylsulfonyl)-1H-pyrazol-4-yl)pyrimidin-4-yl)amino)-4-methyl-[2,3'-bipyridin]-4'-yl)amino)-1-methylcyclohexan-1-ol C1(CC1)S(=O)(=O)N1N=CC(=C1)C1=NC=CC(=N1)NC1=CC(=C(C=N1)C1=NC=CC(=C1)C)NC1CCC(CC1)(O)C